ethyl 8-bromo-4-hydroxy-1,6-naphthyridine-3-carboxylate BrC=1C=NC=C2C(=C(C=NC12)C(=O)OCC)O